NC=1C(=NON1)C1=NOC(N1C=1C=CC(=C(C#N)C1)F)=O 5-(3-(4-amino-1,2,5-oxadiazol-3-yl)-5-oxo-1,2,4-oxadiazol-4(5H)-yl)-2-fluorobenzonitrile